(5s,7s)-7-fluoro-5-phenyl-2-phenylsulfanyl-6,7-dihydro-5H-pyrrolo[1,2-b][1,2,4]triazole F[C@H]1C[C@H](N2N=C(N=C21)SC2=CC=CC=C2)C2=CC=CC=C2